(R)-N-(3-cyano-4-fluorophenyl)-6-methyl-5-(2-oxo-2-((1,1,1-trifluoropropan-2-yl)amino)acetyl)-2,3-dihydro-1H-pyrrolizin-7-carboxamide C(#N)C=1C=C(C=CC1F)NC(=O)C=1C(=C(N2CCCC12)C(C(N[C@@H](C(F)(F)F)C)=O)=O)C